CC(C(=O)OCC(CC)(C1=CC(=CC=C1)C(F)(F)F)N=C=S)(C)C 2-isothiocyanato-2-[3-(trifluoromethyl)phenyl]butyl 2,2-dimethylpropanoate